O(C1[C@H](O)[C@@H](O)[C@@H](O)[C@H](O1)CO)C1=C(C=CC=C1)[N+](=O)[O-] nitrophenyl D-galactopyranoside